N-[(1R)-1-[3-Methoxy-4-(2-morpholinoethoxy)phenyl]ethyl]-2-methyl-5-(4-methylpiperazin-1-yl)benzamide COC=1C=C(C=CC1OCCN1CCOCC1)[C@@H](C)NC(C1=C(C=CC(=C1)N1CCN(CC1)C)C)=O